3,3,3-trifluoropropane-1-sulfonylchloride FC(CCS(=O)(=O)Cl)(F)F